N-[2-(3,3-difluoropyrrolidin-1-yl)-4-(2-fluoro-phenyl)-3-pyridyl]-6-(2,2,2-trifluoro-1-hydroxy-ethyl)pyridine-3-carboxamide FC1(CN(CC1)C1=NC=CC(=C1NC(=O)C=1C=NC(=CC1)C(C(F)(F)F)O)C1=C(C=CC=C1)F)F